N-(3-((E)-3-Methoxybenzylidene)-5-((E)-4-methoxybenzylidene)-4-oxocyclohexyl)picolinamide hydrochloride Cl.COC=1C=C(\C=C\2/CC(C\C(\C2=O)=C/C2=CC=C(C=C2)OC)NC(C2=NC=CC=C2)=O)C=CC1